N-((4-bromo-5-(trifluoromethyl)thiophen-2-yl)methylene)-2-methylpropane-2-sulfinamide BrC=1C=C(SC1C(F)(F)F)C=NS(=O)C(C)(C)C